ClC1=C(C2=C(C=3C=NC(=NC13)N1C[C@H]([C@@H](C1)O)N(C)C)COC2)C2=NC=C(C1=C2C(=C(S1)NC(OC(C)(C)C)=O)C#N)F tert-Butyl (4-(5-chloro-3-((3R,4R)-3-(dimethylamino)-4-hydroxypyrrolidin-1-yl)-7,9-dihydrofuro[3,4-f]quinazolin-6-yl)-3-cyano-7-fluorothieno[3,2-c]pyridin-2-yl)carbamate